BrC1=C2C(=NC(=NC2=CC(=C1F)Cl)OC)NCC 5-bromo-7-chloro-N-ethyl-6-fluoro-2-methoxyquinazolin-4-amine